4-((2,6-difluoro-4-(2-(trifluoromethyl)pyridin-4-yl)benzyl)oxy)phenyl sulfurofluoridate S(OC1=CC=C(C=C1)OCC1=C(C=C(C=C1F)C1=CC(=NC=C1)C(F)(F)F)F)(=O)(=O)F